2-[2-(1,3-dioxolane-2-yl)ethoxy]ethanol O1C(OCC1)CCOCCO